1-(6-((2-amino-3-chloropyridin-4-yl)thio)pyrido[2,3-b]pyrazin-2-yl)-4-(aminomethyl)piperidin-4-ol NC1=NC=CC(=C1Cl)SC=1C=CC=2C(=NC=C(N2)N2CCC(CC2)(O)CN)N1